N1N=CC2=C(C=CC=C12)CC1=CN=C2C(=NC(=NN21)OC[C@H]2N(CCC2)C)N2C[C@@H](N(CC2)C=CC)CC#N ((S)-4-(7-((1H-indazol-4-yl)methyl)-2-(((S)-1-methylpyrrolidin-2-yl)methoxy)imidazo[2,1-f][1,2,4]triazin-4-yl)-1-propenylpiperazin-2-yl)acetonitrile